1-(3,5-diisopropyl-[1,1'-biphenyl]-4-yl)-2-(7-(phenyl-d5)dibenzo[b,d]furan-4-yl)-1H-benzo[d]imidazole C(C)(C)C=1C=C(C=C(C1N1C(=NC2=C1C=CC=C2)C2=CC=CC1=C2OC2=C1C=CC(=C2)C2=C(C(=C(C(=C2[2H])[2H])[2H])[2H])[2H])C(C)C)C2=CC=CC=C2